C(C)(C)(C)NC(CNC=1C2=C(N=C(N1)Cl)COC2)=O N-tert-butyl-2-([2-chloro-5H,7H-furo[3,4-d]pyrimidin-4-yl]amino)acetamide